CN1N=CC(=C1)C(=O)N1CC2=CC(=CC(=C2C1)[C@H]1N(CCC1)C(=O)OC(C)(C)C)C=1C=C2C(=NC1)NC=C2C tert-butyl (S)-2-(2-(1-methyl-1H-pyrazole-4-carbonyl)-6-(3-methyl-1H-pyrrolo[2,3-b]pyridin-5-yl)isoindolin-4-yl)pyrrolidine-1-carboxylate